ethyl (S)-2-(2-bromo-7-(4-chlorophenyl)-5-methylbenzo[d]thiazol-6-yl)-2-hydroxyacetate BrC=1SC2=C(N1)C=C(C(=C2C2=CC=C(C=C2)Cl)[C@@H](C(=O)OCC)O)C